2-(2-(5-cyclobutoxy-2-fluorophenyl)-1,2,3,4-tetrahydroisoquinolin-6-yl)cyclopropanecarboxylic acid C1(CCC1)OC=1C=CC(=C(C1)N1CC2=CC=C(C=C2CC1)C1C(C1)C(=O)O)F